(E)-N-(4-(3-chloro-4-fluorophenylamino)-7-(2-((1S,5R)-3-oxa-bicyclo[3.1.0]hexan-1-yl)ethynyl)quinazolin-6-yl)-4-(dimethylamino)but-2-enamide ClC=1C=C(C=CC1F)NC1=NC=NC2=CC(=C(C=C12)NC(\C=C\CN(C)C)=O)C#C[C@]12COC[C@@H]2C1